[SH3+].[OH-].[Na] sodium hydroxide, sulfonium salt